[Pt].C(=C)[Si](OCC)(C=C)C=C trivinyl-ethoxysilane platinum